OC1N(C2=CC=CC=C2C=C1)O hydroxy-1-hydroxy-quinoline